4-(4-bromo-2-pyridinyl)-1H-1,2,4-triazol-5-one BrC1=CC(=NC=C1)N1C=NNC1=O